2-((6-((4-chloro-2-fluorophenyl)ethoxy)-3',6'-dihydro-[2,4'-bipyridin]-1'(2'H)-yl)methyl)-1-((S)-oxetan-2-ylmethyl)-1H-benzo[d]imidazole-6-carboxylate ClC1=CC(=C(C=C1)CCOC1=CC=CC(=N1)C=1CCN(CC1)CC1=NC2=C(N1C[C@H]1OCC1)C=C(C=C2)C(=O)[O-])F